(3S)-6-chloro-5-(2,6-difluorophenyl)-3-methyl-7-(trifluoromethyl)-1,3-dihydropyrido[3,4-e][1,4]diazepine-2-Thione ClC1=C(N=CC=2NC([C@@H](N=C(C21)C2=C(C=CC=C2F)F)C)=S)C(F)(F)F